2,2',4,4'-Tetrahydroxybenzophenon OC1=C(C(=O)C2=C(C=C(C=C2)O)O)C=CC(=C1)O